O=C[C@H](O)[C@@H](O)[C@@H](O)[C@H](O)C(=O)[O-].[Ag+] silver galacturonate